dihydropyran-5-sulfonyl chloride O1CCCC(=C1)S(=O)(=O)Cl